3-bromopropyl 3-((6-(1,4-diazepan-1-yl)hexyl)oxy)-4,5-dimethoxybenzoate N1(CCNCCC1)CCCCCCOC=1C=C(C(=O)OCCCBr)C=C(C1OC)OC